2-((2-oxaspiro[3.3]heptan-6-yl)oxy)-N-((1S,2S)-2-methylcyclopropyl)thieno[2,3-d]thiazole-5-carboxamide C1OCC12CC(C2)OC=2SC1=C(N2)SC(=C1)C(=O)N[C@@H]1[C@H](C1)C